CN[C@@H]1COC2=C1C=CC(=C2)C=2C=NC=C(C2)C(F)(F)F (S)-N-methyl-6-(5-(trifluoro-methyl)pyridin-3-yl)-2,3-dihydrobenzofuran-3-amine